FC=1C=C(C=NC1F)O 5,6-difluoropyridin-3-ol